[3-(hydroxymethyl)azetidin-1-yl]methanone Methyl-3-(1,1-difluoroethyl)-5-(methylamino)-4-nitrobenzoate COC(C1=CC(=C(C(=C1)NC)[N+](=O)[O-])C(C)(F)F)=O.OCC1CN(C1)C=O